NC(C(=O)OCCCN1C(C(NC2=CC=CC=C12)=O)=O)C(C)C 3-(2,3-dioxo-3,4-dihydroquinoxalin-1(2H)-yl)propyl 2-amino-3-methylbutanoate